CS(=O)O.[Li] lithium methylsulfinic acid